7-((2S,5S)-5-(hydroxymethyl)-2-methyl-4-(1-(quinoxalin-6-yl)ethyl)piperazin-1-yl)-4-methyl-2,4-dihydro-5H-pyrazolo[4,3-b]Pyridin-5-one OC[C@H]1N(C[C@@H](N(C1)C=1C=2C(N(C(C1)=O)C)=CNN2)C)C(C)C=2C=C1N=CC=NC1=CC2